C(C)(C)(C)OC(NCCC1=CN(C2=CC(=CC=C12)CN)CC1=CC=CC=C1)=O (2-(6-(aminomethyl)-1-benzyl-1H-indol-3-yl)ethyl)carbamic acid tert-butyl ester